N-[4-(2-ethoxy-4-methyl-3-pyridyl)-6-phenoxy-pyrimidin-2-yl]benzenesulfonamide C(C)OC1=NC=CC(=C1C1=NC(=NC(=C1)OC1=CC=CC=C1)NS(=O)(=O)C1=CC=CC=C1)C